O1C2=C(CC(CC1)C(=O)N)C=CC=C2 benzo[b]oxepane-4-carboxamide